ClC=1C=C2C(=C(C1Cl)Cl)NC(C21CNCC1)=O 5,6,7-trichloro-1H-spiro[indole-3,3'-pyrrolidin]-2-one